P(=O)(OC1=CC(=C2C(C=C(OC2=C1C1=C(C=CC(=C1)C=1OC2=CC(=CC(=C2C(C1)=O)O)OP(=O)(O)O)OC)C1=CC=C(C=C1)OC)=O)O)([O-])[O-].[Na+].[Na+] sodium 5-hydroxy-8-(5-(5-hydroxy-4-oxo-7-(phosphonooxy)-4H-chromen-2-yl)-2-methoxyphenyl)-2-(4-methoxyphenyl)-4-oxo-4H-chromen-7-yl phosphate